ethyl (R,E)-2-(3-(pyridin-4-yl)cyclohexylidene)propanoate N1=CC=C(C=C1)[C@H]1C\C(\CCC1)=C(\C(=O)OCC)/C